1-(3-(4-Cyano-3-(trifluoromethyl)phenyl)-2-(trifluoromethyl)oxazolidin-5-carbonyl)piperidin-4-carboxamid C(#N)C1=C(C=C(C=C1)N1C(OC(C1)C(=O)N1CCC(CC1)C(=O)N)C(F)(F)F)C(F)(F)F